4,4'-biphenyldiacrylate C1(=CC=C(C=C1)C=CC(=O)[O-])C1=CC=C(C=C1)C=CC(=O)[O-]